OC=1C=C(C(=O)N(C)C)C=CC1N 3-hydroxy-4-amino-N,N-dimethyl-benzamide